3',4'-dimethylbenzophenone CC=1C=C(C=CC1C)C(C1=CC=CC=C1)=O